O=C1N(CCC1)CC=1NC(C=2SC(=C3OCCCC1C23)C=2C=NNC2)=O 5-((2-oxopyrrolidin-1-yl)methyl)-1-(1H-pyrazol-4-yl)-4,6,7,8-tetrahydro-3H-9-oxa-2-thia-4-azabenzo[cd]azulen-3-one